C1(CC1)C(=O)NC1=NN2C(C(=CC=C2)C=2C=C(C=CC2)C2=CC=C(O2)P(O)(O)=O)=N1 (5-(3-(2-(cyclopropanecarboxamido)-[1,2,4]triazolo[1,5-a]pyridin-8-yl)phenyl)furan-2-yl)phosphonic acid